C(C1=CC=CC=C1)(=O)ONS(=O)(=O)C1=CN=C(S1)Cl (2-chlorothiazole-5-sulfonylamino) benzoate